O1C(OCC1)CCCC1CCN(CC1)C=1C=C2C(N(C(C2=CC1F)=O)C1C(NC(CC1)=O)=O)=O 5-(4-(3-(1,3-Dioxolan-2-yl)propyl)piperidin-1-yl)-2-(2,6-dioxopiperidin-3-yl)-6-fluoroisoindoline-1,3-dione